(R)-(4-(fluoromethylene)-1-methylpyrrolidin-2-yl)methanol FC=C1C[C@@H](N(C1)C)CO